NC(CC[C@]1(OC1)C(=O)NC=1C=C(C2=C(CCO2)C1C#N)C1=CC=C(C=C1)C(C)C)=O (R)-2-(3-Amino-3-oxopropyl)-N-(4-cyano-7-(4-isopropylphenyl)-2,3-dihydrobenzofuran-5-yl)oxirane-2-carboxamide